4-(4-amino-6-(4-methacrylamido-phenyl)-7-methyl-7H-pyrrolo[2,3-d]pyrimidin-5-yl)-N-(2-(oxetan-3-yl)ethyl)benzamide NC=1C2=C(N=CN1)N(C(=C2C2=CC=C(C(=O)NCCC1COC1)C=C2)C2=CC=C(C=C2)NC(C(=C)C)=O)C